cyclopropyl-[3-[7,7-difluoro-2-[(2S)-2-methylazetidin-1-yl]-5,6-dihydrocyclopenta[d]pyrimidin-4-yl]phenyl]imino-methyl-oxo-λ6-sulfane C1(CC1)S(=O)(C)=NC1=CC(=CC=C1)C=1C2=C(N=C(N1)N1[C@H](CC1)C)C(CC2)(F)F